methyl (2S)-2-[[(2S)-3-cyclopropyl-2-[[(2S)-2-[(5-methylisoxazole-3-carbonyl)amino]-3-(1-naphthyl)propanoyl]amino]propanoyl]amino]-3-[(3S)-2-oxopyrrolidin-3-yl]propanoate C1(CC1)C[C@@H](C(=O)N[C@H](C(=O)OC)C[C@H]1C(NCC1)=O)NC([C@H](CC1=CC=CC2=CC=CC=C12)NC(=O)C1=NOC(=C1)C)=O